ClC1=CC=C(C=C1)CC1(CCN(CC1)C(=O)OC(C)(C)C)O tert-butyl 4-[(4-chlorophenyl)methyl]-4-hydroxy-piperidine-1-carboxylate